COC(=O)C/1CC2(CCO2)C(\C1=C/N(C)C)=O (Z)-7-((dimethylamino)methylene)-8-oxo-1-oxaspiro[3.4]octane-6-carboxylic acid methyl ester